4-[5-fluoro-2-(trifluoromethyl)benzoylamino]benzoic acid FC=1C=CC(=C(C(=O)NC2=CC=C(C(=O)O)C=C2)C1)C(F)(F)F